OCCN1C[C@@H](CCC1)NC=1N=NC(=C(N1)C)C1=C(C=C(C=C1)C(F)(F)F)O (R)-2-(3-((1-(2-Hydroxyethyl)piperidin-3-yl)amino)-5-methyl-1,2,4-triazin-6-yl)-5-(Trifluoromethyl)phenol